4-piperidone-HCl Cl.N1CCC(CC1)=O